COC(C1=C(C=C(C(=C1)CBr)F)Br)=O 2-bromo-5-(bromomethyl)-4-fluorobenzoic acid methyl ester